COC(=O)C=1C=C2C=NN(C2=C(C1)OC1=CC=C(C=C1)OCCCCl)C.ClCCCOC1=CC=C(OC=2C=C(C=C3C=NN(C23)C)C(=O)OC)C=C1 Methyl 7-[4-(3-chloropropoxy)phenoxy]-1-methyl-indazole-5-carboxylate Methyl-7-[4-(3-chloropropoxy)phenoxy]-1-methyl-indazole-5-carboxylate